OC1=C(C=CC(=C1)CCO)[O-].FC(C)(F)C1=NC=CC(=N1)NC1=C(C=NC(=C1)NC(C)=O)C1=NC=C(C(=C1)OC)F N-(4'-((2-(1,1-difluoroethyl)pyrimidin-4-yl)amino)-5-fluoro-4-methoxy-[2,3'-bipyridyl]-6'-yl)acetamide 2-hydroxy-4-(2-hydroxyethyl)phenolate